4-hydroxymethyl-1,3-dioxan-2-one OCC1OC(OCC1)=O